C(C)(C)(C)C1=C(C=CC(=C1)C(C)(C)C)P(OP(O)(O)C1=C(C=C(C=C1)C(C)(C)C)C(C)(C)C)(O)O.OCC(CO)(CO)CO pentaerythritol bis(2,4-di-t-butylphenyl)diphosphite